2-(1-hexenyl)-3-methyl-butanedioic acid C(=CCCCC)C(C(=O)O)C(C(=O)O)C